OC1=CC2=CC=CC=C2C=C1C(=O)OCOC(=O)C=1C(=CC2=CC=CC=C2C1)O 1'-methylene bis-(2-hydroxy-3-naphthoate)